(3S)-3-amino-5,5,7-trifluoro-8-[5-(1-methyl-1-methylsulfonyl-ethyl)-1,3,4-oxadiazol-2-yl]-1-[(4-phenoxyphenyl)methyl]-3,4-dihydro-1-benzazepin-2-one N[C@@H]1C(N(C2=C(C(C1)(F)F)C=C(C(=C2)C=2OC(=NN2)C(C)(S(=O)(=O)C)C)F)CC2=CC=C(C=C2)OC2=CC=CC=C2)=O